FC1=C(C(=O)N)C=CC=C1NC(C1=CC=C(C=C1)F)=O 2-fluoro-3-[(4-fluorobenzoyl)amino]-benzamid